C(C=CC=CC=CC=CC=CCCCCCCCCC)(=O)O Eicospentaenoic acid